ClC=1C(=C(C=CC1)C(CO)(C)N)\C=C\N(C)C (E)-3-(3-chloro-2-(2-(dimethylamino)vinyl)phenyl)oxabutan-3-amine